tert-butyl N-[(2R)-2-[(4-methylbenzenesulfonyl)oxy]propyl]carbamate CC1=CC=C(C=C1)S(=O)(=O)O[C@@H](CNC(OC(C)(C)C)=O)C